(R)- or (S)-2-Cyclopropyl-6-(2'-methoxy-4'-methyl-3,4,5,6-tetrahydro-2H-[1,3']bipyridinyl-4-yl)-7-methyl-4-(2-trifluoromethylbenzyl)-2,4,6,7-tetrahydro-pyrazolo[4,3-d]pyrimidin-5-one C1(CC1)N1N=C2C(N(C(N([C@@H]2C)C2CCN(CC2)C=2C(=NC=CC2C)OC)=O)CC2=C(C=CC=C2)C(F)(F)F)=C1 |o1:10|